N1=CCC=CC=C1 3H-azepine